FC=1C=C(C=C(C1N)N)NC1CCOCC1 6-fluoro-N4-(tetrahydropyran-4-yl)benzene-1,2,4-triamine